FC=1C=C2C(C(=CN(C2=C(C1N1[C@@H](CCC1)COC1=NC=CC=C1)F)C1=CC=CC=C1)C(=O)O)=O (S)-6,8-difluoro-4-oxo-1-phenyl-7-(2-((pyridin-2-yloxy)methyl)pyrrolidin-1-yl)-1,4-dihydro-quinoline-3-carboxylic acid